1,1,3,3-tetramethylbutylperoxy-2-ethyl Hexanoate C(CCCCC)(=O)OC(C)OOC(CC(C)(C)C)(C)C